C1(CC1)C1=C(C(=NO1)C1=C(C=CC=C1Cl)Cl)C(=O)OC1C[C@H]2CC[C@@H](C1)N2C2=CC1=C(C(=NO1)C(=O)OC)C=C2 methyl 6-[(1R,3R,5S)-3-[[5-cyclopropyl-3-(2,6-dichlorophenyl)-1,2-oxazol-4-yl]carbonyloxy]-8-azabicyclo[3.2.1]octan-8-yl]-1,2-benzoxazole-3-carboxylate